(p-tert-Butoxyphenyl)diphenyl-sulfonium Methyl-(2S)-2-[cyclopropyl-[(2,4-dimethoxyphenyl)methyl]amino]-3-methylsulfanyl-propanoate COC([C@@H](CSC)N(CC1=C(C=C(C=C1)OC)OC)C1CC1)=O.C(C)(C)(C)OC1=CC=C(C=C1)[S+](C1=CC=CC=C1)C1=CC=CC=C1